C(C)(C)(C)OC(=O)C1=NC(=CC=C1C=1C=NN(C1)CC1=CC(=CC=C1)C(F)(F)F)N1CC2=C(C=CC=C2CC1)C(NC=1SC2=C(N1)C=CC=C2)=O 6-[8-(1,3-benzothiazol-2-ylcarbamoyl)-3,4-dihydroisoquinolin-2(1H)-yl]-3-{1-[3-(trifluoromethyl)benzyl]-1H-pyrazol-4-yl}pyridine-2-carboxylic acid tert-butyl ester